C(C)(C)(C)C1=CC=C(C=C1)CC=COCCC1=CC=CC=C1 (tert-butyl)-4-(3-phenylethoxyallyl)benzene